CCCCCCCOC1=CC=C(C=C1)C2=CC=C(C=C2)C#N 4-cyano-4'-n-heptyloxybiphenyl